5-chloro-2-pyrrolidin-3-yl-thiazole ClC1=CN=C(S1)C1CNCC1